FC1(CCC(CC1)C=1C=NC=C(C1NC(C1=CN=C(C(=C1)F)OC)=O)C1=C(C=CC(=C1)F)F)F N-(3-(4,4-difluorocyclohexyl)-5-(2,5-difluorophenyl)pyridin-4-yl)-5-fluoro-6-methoxynicotinamide